O1C(OCC1)CCN1C=CC2=CC(=CC=C12)Cl 1-(2-(1,3-Dioxolan-2-yl)ethyl)-5-Chloro-1H-indole